Br.S1C=NC2=C1CNC2 5,6-dihydro-4H-pyrrolo[3,4-d]thiazole hydrobromide